C(C)(C)(C)S(=O)(=O)C=1C(=CC=2N(C1)C(=CN2)I)OCCN2CCOCC2 4-(2-((6-(tert-butylsulfonyl)-3-iodoimidazo[1,2-a]pyridin-7-yl)oxy)ethyl)morpholine